S(=O)(=O)(O)[Fe] sulfoiron